C(C)(C)N(C(C)C)CC=1SC2=C(N1)C=C(C=C2)B2OC(C(O2)(C)C)(C)C N-isopropyl-N-((5-(4,4,5,5-tetramethyl-1,3,2-dioxaborolan-2-yl)benzo[d]thiazol-2-yl)methyl)propan-2-amine